((4-fluoro-2-methylphenyl)amino)-7-methyl-9-(tetrahydro-2H-pyran-4-yl)-7,9-dihydro-8H-purin-8-one FC1=CC(=C(C=C1)NC1=NC=C2N(C(N(C2=N1)C1CCOCC1)=O)C)C